Ethyl (Z)-3-((8-(1-fluoroethoxy)quinolin-5-yl)methyl)-4,4-dimethylpent-2-enoate FC(C)OC=1C=CC(=C2C=CC=NC12)C/C(=C/C(=O)OCC)/C(C)(C)C